O=C1N(CCC(N1)=O)C1=CC=C(C=C1)N1CCC(CC1)C=O 1-(4-(2,4-dioxotetrahydropyrimidin-1(2H)-yl)phenyl)piperidine-4-carbaldehyde